5-cyano-6-(6-methylpyridin-2-yl)benzene C(#N)C=1C=CC=CC1C1=NC(=CC=C1)C